CC1(NCCNC1)C 2,2-dimethylpiperazine